3-(5-{4-[4-(propan-2-yloxy)cyclohexyl]piperazin-1-yl}-1H-pyrrolo[3,2-b]pyridin-3-yl)-1-[4-(trifluoromethyl)phenyl]urea CC(C)OC1CCC(CC1)N1CCN(CC1)C1=CC=C2C(=N1)C(=CN2)NC(NC2=CC=C(C=C2)C(F)(F)F)=O